C(CCCCCCC\C=C/CCCCCCCC)(=O)OCCCC=O 4-oxobutyl oleate